Ethyl 2-[benzyl-[[6-(trifluoromethyl)-2-pyridyl]methyl]amino]-2-oxo-acetate C(C1=CC=CC=C1)N(C(C(=O)OCC)=O)CC1=NC(=CC=C1)C(F)(F)F